1-(2,5-dichloropyrimidin-4-yl)-2,3-dihydropyrrol ClC1=NC=C(C(=N1)N1CCC=C1)Cl